COC(=O)C=1N(N=C(C1OCC1=CC=CC=C1)C)CCO[Si](C)(C)C(C)(C)C 4-benzyloxy-2-[2-[tert-butyl-(dimethyl)silyl]oxyethyl]-5-methyl-pyrazole-3-carboxylic acid methyl ester